Cl.FC1=C(C=CC=C1C(F)(F)F)[C@@H](C)N (R)-1-(2-fluoro-3-(trifluoromethyl)phenyl)ethan-1-amine hydrochloride